trimethylsulfonium methyl-sulfate salt COS(=O)(=O)[O-].C[S+](C)C